CN1C(C(CCC1=O)N1C(C2=CC=CC(=C2C1=O)[N+](=O)[O-])=O)=O 2-(1-methyl-2,6-dioxopiperidin-3-yl)-4-nitroisoindoline-1,3-dione